octadecylbishydroxyethyl-methyl-ammonium chloride [Cl-].C(CCCCCCCCCCCCCCCCC)[N+](C)(CCO)CCO